1,1'-oxydi(2-propyl) isocyanate O(CC(C)N=C=O)CC(C)N=C=O